2-(4-(4-(Trifluoromethyl)phenyl)piperazin-1-yl)ethan-1-amine FC(C1=CC=C(C=C1)N1CCN(CC1)CCN)(F)F